C(N)(=O)C1=CC=CC(=N1)C=1C=NC(=CC1)NC(OC(C)(C)C)=O tert-butyl (6-carbamoyl[2,3'-bipyridin]-6'-yl)carbamate